{4,10-bis(2-tert-butoxy-2-oxoethyl)-7-[1-ethoxy-3-methoxy-1-oxopropan-2-yl]-1,4,7,10-tetraazacyclododec-1-yl}-3-[4-(2-ethoxyethoxy)phenyl]Propionic acid ethyl ester C(C)OC(C(CC1=CC=C(C=C1)OCCOCC)N1CCN(CCN(CCN(CC1)CC(OC(C)(C)C)=O)C(C(=O)OCC)COC)CC(=O)OC(C)(C)C)=O